(2R,3S)-2-(3-(5-chloro-7-(5-fluoropyridin-3-yl)-1H-benzo[d]imidazol-1-yl)propyl)piperidin-3-ol trihydrochloride Cl.Cl.Cl.ClC1=CC2=C(N(C=N2)CCC[C@H]2NCCC[C@@H]2O)C(=C1)C=1C=NC=C(C1)F